(S)-2-(4,4-difluorocyclohexyl)-6-(((6-(1-(4-fluorobenzyl)-1H-pyrazole-4-carbonyl)-2-(3,3,3-trifluoropropanoyl)-2,6-diazaspiro[3.4]octan-8-yl)methoxy)methyl)benzoic acid FC1(CCC(CC1)C1=C(C(=O)O)C(=CC=C1)COC[C@@H]1CN(CC12CN(C2)C(CC(F)(F)F)=O)C(=O)C=2C=NN(C2)CC2=CC=C(C=C2)F)F